methoxy-3-methylbenzylimidazol-2-one COC=1C(=NC(N1)=O)CC1=CC(=CC=C1)C